(R)-2-Octyl 4-[4-(Hexyloxy) Benzoyloxy]Benzoate C(CCCCC)OC1=CC=C(C(=O)OC2=CC=C(C(=O)O[C@H](C)CCCCCC)C=C2)C=C1